CS(=O)(C)=NC1=C(C=C(NC2=NC=C(C(=N2)N2C=C(C3=CC(=CC=C23)NC(C=C)=O)C)C)C=C1)F N-[1-[2-[4-[[dimethyl(oxo)-λ6-sulfanylidene]amino]-3-fluoro-anilino]-5-methyl-pyrimidin-4-yl]-3-methyl-indol-5-yl]prop-2-enamide